FC1=CC=C(CN2N=CC(=C2)C(=O)N2CC3(CN(C3)C(=O)C3(CC3)C(F)(F)F)[C@@H](C2)C(=O)O)C=C1 (S)-6-(1-(4-fluorobenzyl)-1H-pyrazole-4-carbonyl)-2-(1-(trifluoromethyl)cyclopropane-1-carbonyl)-2,6-diazaspiro[3.4]octane-8-carboxylic acid